COCCOC1=CC=C(N=N1)N 6-(2-methoxyethoxy)pyridazin-3-amine